BrC1=C(C=C(C(=O)N2CC=3N(CC2)C(N(C3C(=O)NCC3=C(C=CC=C3)C=3NC=CN3)C3=CC=C(C=C3)OCC(F)(F)F)=O)C=C1)Cl 7-(4-bromo-3-chloro-benzoyl)-N-[[2-(1H-imidazol-2-yl)phenyl]methyl]-3-oxo-2-[4-(2,2,2-trifluoroethoxy)phenyl]-6,8-dihydro-5H-imidazo[1,5-a]pyrazine-1-carboxamide